[4-[5-amino-6-(1-piperidyl)indazol-2-yl]cyclohexyl]methanol NC1=CC2=CN(N=C2C=C1N1CCCCC1)C1CCC(CC1)CO